FC=1C=C(C=C(C1)F)CC=1C=C2C(=NN(C2=CC1)C(C1=CC=CC=C1)(C1=CC=CC=C1)C1=CC=CC=C1)NC(=O)C1=NN(C=C1)CCOCCNC(OCC1=CC=CC=C1)=O benzyl N-[2-[2-[3-[[5-[(3,5-difluorophenyl)methyl]-1-trityl-indazol-3-yl]carbamoyl]pyrazol-1-yl]ethoxy]ethyl]carbamate